di(2-fluoroethoxy)ethane CC(OCCF)OCCF